5-chloro-1'-[(2S)-1-(4-methanesulfonylphenoxy)propan-2-yl]-1-[(cis)-3-hydroxycyclobutyl]-1,2-dihydrospiro[indole-3,4'-piperidin]-2-one ClC=1C=C2C(=CC1)N(C(C21CCN(CC1)[C@H](COC1=CC=C(C=C1)S(=O)(=O)C)C)=O)[C@@H]1C[C@@H](C1)O